methyl 3-(4-bromophenyl)-5-methylene-2-oxotetrahydro-2H-pyran-3-carboxylate BrC1=CC=C(C=C1)C1(C(OCC(C1)=C)=O)C(=O)OC